2-[1-(2,2-difluoroethyl)-1H-pyrazolo[3,4-b]pyrazin-6-yl]-5-(propan-2-yl)-7-[4-(trifluoromethyl)pyridin-2-yl]-2,5,7-triazaspiro[3.4]octane-6,8-dione FC(CN1N=CC=2C1=NC(=CN2)N2CC1(C2)N(C(N(C1=O)C1=NC=CC(=C1)C(F)(F)F)=O)C(C)C)F